[Si].C(C)(=O)[O].C(C)(=O)[O].C(C)(=O)[O] tri(acetyl-oxygen) silicon